C(C)N(C1=NC2=CC(=CC=C2C(N1NC(CC1=CC(=CC(=C1)F)F)=O)=O)F)CC N-(2-Diethylamino-7-fluoro-4-oxo-4H-quinazolin-3-yl)-2-(3,5-difluoro-phenyl)-acetamide